1-bromo-8,8-dimethyl-10-(((9Z,12Z)-octadeca-9,12-dien-1-yl)oxy)-7,9-dioxa-13,14-dithia-8-silahexacosane BrCCCCCCO[Si](OC(CCSSCCCCCCCCCCCC)OCCCCCCCC\C=C/C\C=C/CCCCC)(C)C